C(=CC1=CC=CC=C1)OS(=O)(=O)C1=C(C=CC=C1S(=O)(=O)OC=CC1=CC=CC=C1)C1=CC=CC=C1.[Na].[Na] disodium distyrylbiphenyldisulfonate